IC1=NN(C2=NC(=C(N=C21)C)N2CCC1([C@@H](COC1)NC(OC(C)(C)C)=O)CC2)C2OCCCC2 tert-butyl N-[(4S)-8-[3-iodo-5-methyl-1-(oxan-2-yl)-1H-pyrazolo[3,4-b]pyrazin-6-yl]-2-oxa-8-azaspiro[4.5]decan-4-yl]carbamate